2-(4-cyclopropyl-2-fluoro-6-methyl-phenyl)-5-morpholino-6H-triazolo[4,5-d]pyrimidin-7-one C1(CC1)C1=CC(=C(C(=C1)C)N1N=C2C(N=C(NC2=O)N2CCOCC2)=N1)F